N-methylspiro[2.3]hexan-5-amine CNC1CC2(CC2)C1